Benzo-furan O1C=CC2=C1C=CC=C2